5,6-Dimethyl-3-nitropyridin-2-ol CC=1C=C(C(=NC1C)O)[N+](=O)[O-]